5'-Bromo-4'-chloro-3-(pyridin-3-yl)-1',2'-dihydrospiro[cyclopentane-1,3'-pyrrolo[2,3-b]pyridine] BrC=1C(=C2C(=NC1)NCC21CC(CC1)C=1C=NC=CC1)Cl